6-(dibenzothiophene-3-yl)-1,3,5-triazine-2,4(1H,3H)-dione C1=CC(=CC=2SC3=C(C21)C=CC=C3)C3=NC(NC(N3)=O)=O